C(CCC)C(P)(CCCC)CCCC Tri-n-butylmethylphosphine